NC1=C(C=C(C=C1)C(=O)OC)N[C@H]1CN(C[C@H]1OC)C(=O)OC(C)(C)C tert-butyl (3S,4R)-3-((2-amino-5-(methoxycarbonyl)phenyl)amino)-4-methoxypyrrolidine-1-carboxylate